2-chloro-4-((1r,4r)-4-methoxycyclohexylamino)pyrimidine-5-carbonitrile ClC1=NC=C(C(=N1)NC1CCC(CC1)OC)C#N